FC1=CC=C(OC2=CC3=C(N=C(N=C3)SC)N(C2=O)C=2C=C(C=CC2)NC(OC(C)(C)C)=O)C=C1 tert-butyl (3-(6-(4-fluorophenoxy)-2-(methylthio)-7-oxopyrido[2,3-d]pyrimidin-8(7H)-yl)phenyl)carbamate